N-[(2R)-1-(4-acetylpiperazin-1-yl)propan-2-yl]-1-methyl-3-phenylthieno[2,3-c]pyrazole-5-carboxamide C(C)(=O)N1CCN(CC1)C[C@@H](C)NC(=O)C1=CC2=C(N(N=C2C2=CC=CC=C2)C)S1